IC1C(N=C(NC1=O)SC)=O 5-iodo-2-methylthiopyrimidine-4,6-dione